FC=1C=C2NC(C(NC2=C(C1)C)=O)(C)C 6-fluoro-3,3,8-trimethyl-3,4-dihydroquinoxalin-2(1H)-one